4-(octanoylthio)benzoic acid chloride C(CCCCCCC)(=O)SC1=CC=C(C(=O)Cl)C=C1